sodium butylenebissuccinic acid C(CCCC(C(=O)O)CC(=O)O)C(C(=O)O)CC(=O)O.[Na]